N-(4-aminophenyl)-N-(1-(2-(4-ethyl-5-oxo-4,5-dihydro-1H-tetrazol-1-yl)ethyl)piperidin-4-yl)propionamide NC1=CC=C(C=C1)N(C(CC)=O)C1CCN(CC1)CCN1N=NN(C1=O)CC